(R)-3-(2-acetyl-6-(3-methyl-1H-pyrrolo[2,3-b]pyridin-5-yl)-1,2,3,4-tetrahydroisoquinolin-8-yl)morpholine-4-carboxylic acid tert-butyl ester C(C)(C)(C)OC(=O)N1[C@@H](COCC1)C=1C=C(C=C2CCN(CC12)C(C)=O)C=1C=C2C(=NC1)NC=C2C